CC1=C(C=C(C(=O)NC2=NN(C(=C2)C(F)(F)F)CCN2CCN(CC2)C)C=C1)C#CC=1C=NC=CC1 4-Methyl-N-[1-[2-(4-methylpiperazin-1-yl)ethyl]-5-(trifluoromethyl)pyrazol-3-yl]-3-[2-(3-pyridyl)ethynyl]benzamide